ClC=1C=C(C(=O)N[C@@H](C)C2=NC=NN2C2=NC=C(C=C2)N=S(=O)(CC)CC)C=C(C1)C(F)(F)F (S)-3-chloro-N-(1-(1-(5-((diethyl(oxo)-λ6-sulfaneylidene)amino)pyridin-2-yl)-1H-1,2,4-triazol-5-yl)ethyl)-5-(trifluoromethyl)benzamide